6-Bromo-N-(1,3-dimethyl-1H-pyrazol-5-yl)-1H-indole-2-carboxamide BrC1=CC=C2C=C(NC2=C1)C(=O)NC1=CC(=NN1C)C